C1CCC2=C(C=3CCCC3C=C12)NC(=O)N=S(=O)(NC)C=1C=NN2C1OCCC2 N'-((1,2,3,5,6,7-hexahydro-s-indacen-4-yl)carbamoyl)-N-methyl-6,7-dihydro-5H-pyrazolo[5,1-b][1,3]oxazine-3-sulfonimidamide